(S,E)-Methyl-6-((S)-1-acetylpyrrolidin-2-carboxamido)-7-(1-(2-(2-adamantylamino)-2-oxoethyl)-2-oxo-1,2-dihydropyridin-3-ylamino)-7-oxohept-2-enoat COC(\C=C\CC[C@@H](C(=O)NC=1C(N(C=CC1)CC(=O)NC1C2CC3CC(CC1C3)C2)=O)NC(=O)[C@H]2N(CCC2)C(C)=O)=O